(3R)-3-(4-Chlorophenyl)-4-fluoro-3-{[1-(hydroxymethyl)cyclopropyl]methoxy}-6-(2-hydroxypropan-2-yl)-2-[(5-methylpyridin-2-yl)methyl]-2,3-dihydro-1H-isoindol-1-on ClC1=CC=C(C=C1)[C@@]1(N(C(C2=CC(=CC(=C12)F)C(C)(C)O)=O)CC1=NC=C(C=C1)C)OCC1(CC1)CO